C(C)(=O)C1=C(C=C(C=C1)C=1C=NN2C1N=CC(=C2)OC=2N=NC(=CC2)C)N2N=C(C=C2C)C#N 1-[2-acetyl-5-[6-(6-methylpyridazin-3-yl)oxypyrazolo[1,5-a]pyrimidin-3-yl]phenyl]-5-methyl-pyrazole-3-carbonitrile